FC1=C(C=C(C(=C1[C@H](CC(=O)O)NC([C@H](CC(C)C)N1C(C(=NC(=C1)CCN1CC(C1)F)C)=O)=O)F)C)C1=C(C=CC=C1C)C (S)-3-(2,4-difluoro-2',6'-dimethyl-5-methyl-[1,1'-biphenyl]-3-yl)-3-((S)-2-(5-(2-(3-fluoroazetidin-1-yl)ethyl)-3-methyl-2-oxopyrazin-1(2H)-yl)-4-methylpentanamido)propanoic acid